1-(benzyloxy)-4-bromo-2-(1,1,2,2-tetrafluoroethyl)benzene C(C1=CC=CC=C1)OC1=C(C=C(C=C1)Br)C(C(F)F)(F)F